N-((3-(3,3-difluoro-2-methylbutan-2-yl)-1H-1,2,4-triazol-5-yl)methyl)isoxazole-5-carboxamide FC(C(C)(C)C1=NNC(=N1)CNC(=O)C1=CC=NO1)(C)F